N,N-bis(2-methyl-2-hydroxyethyl)stearylamine CC(CN(CC(C)O)CCCCCCCCCCCCCCCCCC)O